6-bromo-2-(4-cyclopropyl-6-methoxypyrimidin-5-yl)-8H-pyrido[2,3-d]pyrimidin-7-one BrC1=CC2=C(N=C(N=C2)C=2C(=NC=NC2OC)C2CC2)NC1=O